FC(CN(C1=NC=2N(C3=CC=C(C(=C13)F)F)C=NN2)C2=CC(=CC(=C2)C#CC2(CC2)C)F)F N-(2,2-difluoroethyl)-6,7-difluoro-N-(3-fluoro-5-((1-methylcyclopropyl)ethynyl)phenyl)-[1,2,4]triazolo[4,3-a]quinazolin-5-amine